4-(5-chloropyridin-3-yl)-2-[(3R)-3-methylmorpholin-4-yl]-8-[1-(tetrahydro-2H-pyran-2-yl)-1H-pyrazol-5-yl]-1,7-naphthyridine ClC=1C=C(C=NC1)C1=CC(=NC2=C(N=CC=C12)C1=CC=NN1C1OCCCC1)N1[C@@H](COCC1)C